[N+](#[C-])CS(=O)(=O)C1=CC=C(C=C1)C 1-(isocyanomethylsulfonyl)-4-methyl-benzene